glycin-e-tert-butyl ester C(C)(C)(C)OC(CN)=O